C(C)(C)(C)OC(=O)N1CCC2(C=3C(N4C(N(C3CCC2)CC(=O)O)=NC(=N4)C=4CCOCC4)=O)CC1 2-(1-(tert-butoxycarbonyl)-2'-(3,6-dihydro-2H-pyran-4-yl)-9'-oxo-5',6',7',9'-tetrahydro-4'H-spiro[piperidine-4,8'-[1,2,4]triazolo[5,1-b]quinazolin]-4'-yl)acetic acid